(4-oxo-6,7-dihydro-5H-pyrazolo[1,5-a]pyrazin-3-yl)boronic acid O=C1C=2N(CCN1)N=CC2B(O)O